C(C)(C)(C)OC(=O)N1CCN(CC1)C(C1=CC(=C(C=C1)Cl)[N+](=O)[O-])=O 4-(4-chloro-3-nitrobenzoyl)piperazine-1-carboxylic acid tert-butyl ester